NC1=NN2C(C(=N1)O)=C(N=C2[C@@H]2CN(CC2)C(=O)OCC2=CC=CC=C2)Br (S)-Benzyl 3-(2-amino-5-bromo-4-hydroxyimidazo[5,1-f][1,2,4]triazine-7-yl)pyrrolidine-1-carboxylate